[5-[3-chloro-6-fluoro-2-(2-phenylethynyl) phenyl]-1,3-dimethyl-6-oxo-pyridazin-4-yl] 2-methylpropionate CC(C(=O)OC=1C(=NN(C(C1C1=C(C(=CC=C1F)Cl)C#CC1=CC=CC=C1)=O)C)C)C